CC(C)(C=1C(=C(C(=CC1)CO)O)CO)C=1C(=C(C(=CC1)CO)O)CO (1-methylethylidene)bis[2,6-bis(hydroxymethyl)phenol]